6-amino-2-(3,5-dichloro-4-((2-(4-bromophenyl)-4-methylquinolin-6-yl)oxy)phenyl)-1,2,4-triazine-3,5(2H,4H)-dione NC=1C(NC(N(N1)C1=CC(=C(C(=C1)Cl)OC=1C=C2C(=CC(=NC2=CC1)C1=CC=C(C=C1)Br)C)Cl)=O)=O